C[C@@H]1[C@@H](C[C@@H](C(N1CC(F)(F)F)=O)NC(=O)C=1C=C2C(=NC1)CC1(C(NC3=NC=CC=C31)=O)C2)C2=CC=CC=C2 N-((3S,5S,6R)-6-methyl-2-oxo-5-phenyl-1-(2,2,2-trifluoroethyl)piperidin-3-yl)-2'-oxo-1',2',5,7-tetrahydrospiro[cyclopenta[b]pyridine-6,3'-pyrrolo[2,3-b]pyridine]-3-carboxamide